Cl.C12COCC(CC1)N2 3-Oxa-8-azabicyclo[3.2.1]octane Hydrochloride